ClC=1C=C(C=C(C1)S(=O)(=O)C)NC(=O)C=1SC(=C(C1)C1=NC=C(C=N1)F)CC N-(3-chloro-5-(methylsulfonyl)phenyl)-5-ethyl-4-(5-fluoropyrimidin-2-yl)thiophene-2-carboxamide